C(\C=C/C(=O)O)(=O)O.N1=C(C=CC=C1)NC(=O)C1CCCCC1 N-2-pyridinylcyclohexanecarboxamide maleate salt